C(C)(C)N(P(OCCC#N)OC1CCC(CC1)CP(=O)(OC)OC)C(C)C 2-cyanoethyl (4-((dimethoxyphosphoryl) methyl) cyclohexyl) diisopropylphosphoramidite